(S)-N-(1-(6-((4-chlorophenyl)amino)-2-morpholinopyrimidin-4-yl)ethyl)-5-methylisoxazole-3-carboxamide ClC1=CC=C(C=C1)NC1=CC(=NC(=N1)N1CCOCC1)[C@H](C)NC(=O)C1=NOC(=C1)C